4-{6-methoxyimidazo[1,5-a]pyridin-7-yl}-6-methyl-N-{[1,3]thiazolo[4,5-d]pyrimidin-2-yl}pyridine-3-carboxamide COC=1C(=CC=2N(C1)C=NC2)C2=C(C=NC(=C2)C)C(=O)NC=2SC1=C(N=CN=C1)N2